N-(4b-hydroxy-7-isopropyl-10-oxo-4b,10-dihydro-9bH-indeno[1,2-b]benzofuran-9b-yl)benzenesulfonamide OC12OC3=C(C1(C(C1=CC=CC=C12)=O)NS(=O)(=O)C1=CC=CC=C1)C=CC(=C3)C(C)C